1-(5-(4-AMINO-1-CYCLOPROPYL-1H-PYRAZOLO[3,4-D]PYRIMIDIN-3-YL)IMIDAZO[1,2-A]PYRIDIN-8-YL)-3-(4-((4-ETHYLPIPERAZIN-1-YL)METHYL)-3-(TRIFLUOROMETHYL)PHENYL)UREA NC1=C2C(=NC=N1)N(N=C2C2=CC=C(C=1N2C=CN1)NC(=O)NC1=CC(=C(C=C1)CN1CCN(CC1)CC)C(F)(F)F)C1CC1